ClC=1C=CC(=NC1)N1CC(N(C2(CC(C2)C=2OC=NN2)C1=O)CC1=CC=C(C=C1)F)=O (2r,4r)-8-(5-chloropyridin-2-yl)-5-(4-fluorobenzyl)-2-(1,3,4-oxadiazol-2-yl)-5,8-diazaspiro[3.5]nonane-6,9-dione